1-(2-(6-(Difluoromethyl)imidazo[1,2-a]pyrazin-3-yl)pyrimidin-4-yl)-3-methylpiperidine-3-carboxamide FC(C=1N=CC=2N(C1)C(=CN2)C2=NC=CC(=N2)N2CC(CCC2)(C(=O)N)C)F